butyl-epoxyethane C(CCC)C1CO1